2,7-dibenzyl-1-tetralone C(C1=CC=CC=C1)C1C(C2=CC(=CC=C2CC1)CC1=CC=CC=C1)=O